2,6-diethyl-3,5-dimethyl-4-butoxyphenol C(C)C1=C(C(=C(C(=C1C)OCCCC)C)CC)O